CN(C1=CC=C(C=C1)C1=CC=C(C=C1)CCCNC=1C2=C(N=C(N1)C1=COC=C1)SC(=C2)C)C N-(3-[4'-(dimethylamino)-[1,1'-biphenyl]-4-yl]propyl)-2-(furan-3-yl)-6-methylthieno[2,3-d]pyrimidin-4-amine